C(C)(C)(C)C1=CC=C(C=C)C=C1 para-tertiary butylstyrene